5-Isobutyramido-2,6-anhydro-3,5-dideoxy-D-glycero-D-galacto-non-2-enonic acid C(C(C)C)(=O)N[C@@H]1[C@H](C=C(C(=O)O)O[C@H]1[C@H](O)[C@H](O)CO)O